4-((2-phenyl-7-(((tetrahydro-2H-pyran-4-yl)methyl)amino)-1H-indol-5-yl)methyl)thiomorpholine C1(=CC=CC=C1)C=1NC2=C(C=C(C=C2C1)CN1CCSCC1)NCC1CCOCC1